Acetylcedrene C[C@@H]1CC[C@@H]2[C@@]13C[C@H](C2(C)C)C(=C(C3)C(=O)C)C